BrC1=CC2=CN(N=C2C=C1OC)C(C)O (5-bromo-6-methoxy-indazol-2-yl)ethanol